Cl.NCCOCCOCCOCCOC1=C(C=CC=C1)S(=O)(=O)NC(=O)C=1OC2=C(C1)C=CC(=C2)N(C)C N-[2-(2-{2-[2-(2-Aminoethoxy)ethoxy]ethoxy}ethoxy)benzene-1-sulfonyl]-6-(dimethylamino)-1-benzofuran-2-carboxamide hydrogen chloride